4-((4-(5,6,7,8-tetrahydro-1,8-naphthyridin-2-yl)piperidin-1-yl)methyl)piperidine-1-carboxylic acid tert-butyl ester C(C)(C)(C)OC(=O)N1CCC(CC1)CN1CCC(CC1)C1=NC=2NCCCC2C=C1